4-((3-(5-methoxybenzo[d]thiazol-2-yl)pyridin-4-yl)amino)piperidine-1-carboxamide COC=1C=CC2=C(N=C(S2)C=2C=NC=CC2NC2CCN(CC2)C(=O)N)C1